hexahydro-2H-pyrrolo[3,2-b]pyridine-1-carboxylate N1(CCC2NCCCC21)C(=O)[O-]